C(C)OC1=CN=CC(=N1)C=1C=CC(=NC1)NC(=O)C1(CCN(CC1)S(=O)(=O)C)C1=NC(=NC=C1)NS(=O)(=O)CC N-(5-(6-ethoxypyrazin-2-yl)pyridin-2-yl)-4-(2-(ethylsulfonamido)pyrimidin-4-yl)-1-(methylsulfonyl)piperidine-4-carboxamide